BrC=1C=C(C(=NC1)Cl)C(=O)NNC1=CC=C(C=C1)C#N 5-bromo-2-chloro-N'-(4-cyanophenyl)pyridine-3-carbohydrazide